Pentadecyl (S)-5-fluoro-3-((R)-5-isopropyl-3-(isoquinolin-1-yl)-4,5-dihydroisoxazole-5-carboxamido)-4-oxopentanoate FCC([C@H](CC(=O)OCCCCCCCCCCCCCCC)NC(=O)[C@@]1(CC(=NO1)C1=NC=CC2=CC=CC=C12)C(C)C)=O